[Br-].BrCCCCCCCCCCCCCCCCCCCC[P+](C1=CC=CC=C1)(C1=CC=CC=C1)C1=CC=CC=C1 (20-bromoeicosanyl)-triphenylphosphonium bromide